1-(6-(tert-butyl)pyridin-3-yl)-3-(1-(4-(2,6-dioxopiperidin-3-yl)-3,5-difluorophenyl)azetidin-3-yl)urea C(C)(C)(C)C1=CC=C(C=N1)NC(=O)NC1CN(C1)C1=CC(=C(C(=C1)F)C1C(NC(CC1)=O)=O)F